COC1=CC(=NC(=N1)C)C(C(=O)N1CC2(CC1)NC1=NC(=C(C=C1CC2)C=2N=NN(N2)C)C)C 2-(6-methoxy-2-methylpyrimidin-4-yl)-1-[7-methyl-6-(2-methyl-2H-tetrazol-5-yl)-3,4-dihydro-1H-spiro[1,8-naphthyridine-2,3'-pyrrolidin]-1'-yl]propan-1-one